(pyrazin-2-yl-methyl)quinazoline-2,4-diamine N1=C(C=NC=C1)CC1=C2C(=NC(=NC2=CC=C1)N)N